BrCC1CCOCC1 4-(bromomethyl)-tetrahydropyran